C(C1=CC=CC=C1)(=O)OC1=C(C=CC=C1)CC=C (2-allylphenyl) benzoate